FC(C1=CC=C(C=C1)N1C[C@@H](CC1)NC(OC(C)(C)C)=O)(F)F tert-butyl (R)-(1-(4-(trifluoromethyl)phenyl)pyrrolidin-3-yl)carbamate